C(C)(C)(C)S(=O)(=O)SC1CCS(C1)(=O)=O 4-tert-butylsulfonylthiotetrahydrothiophene-1,1-dioxide